3-Nitrophenyl-sulfonate sodium salt [Na+].[N+](=O)([O-])C=1C=C(C=CC1)S(=O)(=O)[O-]